N-(2-(7-chloro-5-methylpyrrolo[2,1-f][1,2,4]triazin-4-yl)-2-azaspiro[3.3]heptan-6-yl)-N-(2,2-difluoroethyl)sulfamide ClC1=CC(=C2C(=NC=NN21)N2CC1(C2)CC(C1)N(S(=O)(=O)N)CC(F)F)C